methyl-2-acetoxy(4-methoxybenzene) methacrylate C(C(=C)C)(=O)O.CC1=C(C=C(C=C1)OC)OC(C)=O